C(C)(C)(C)OC(=O)N1C[C@@H]2C([C@@H]2C1)NC=1C(=CNC(C1)=O)C(=O)O 4-(((1r,5s,6s)-3-(tert-butoxycarbonyl)-3-azabicyclo[3.1.0]hex-6-yl)amino)-6-oxo-1,6-dihydropyridine-3-carboxylic acid